[Pd].[Pd].C(C1=CC=CC=C1)=CC(=O)C=CC1=CC=CC=C1 dibenzylideneacetone dipalladium(0)